C(C)(C)(C)OC(=O)N1[C@@H](CCC1)[C@@]1(OC2=C(C1)C(=C(C(=C2)F)Cl)C2=C(C(=NC=C2C(=O)OC)OCCOC2OCCCC2)F)C2=CC=CC=C2 methyl 4-((2S,4R)-2-((S)-1-(tert-butoxycarbonyl) pyrrolidin-2-yl)-5-chloro-6-fluoro-2-phenyl-2,3-dihydrobenzofuran-4-yl)-5-fluoro-6-(2-((tetrahydro-2H-pyran-2-yl)oxy)ethoxy)nicotinate